2-(3-phenyl-2-propenylamino)-phenol C1(=CC=CC=C1)C=CCNC1=C(C=CC=C1)O